5-(pyrazolo[1,5-a]pyridin-5-yl)-2-(3,3,3-trifluoropropyl)-7H-pyrrolo[2,3-d]pyrimidine N1=CC=C2N1C=CC(=C2)C2=CNC=1N=C(N=CC12)CCC(F)(F)F